Cl.CC1CC(CNC1)N 5-methyl-piperidin-3-ylamine hydrochloride salt